C(CCCCCCCC)C=1C(=C(C2=CC=CC=C2C1)S(=O)(=O)[O-])CCCCCCCCC dinonylnaphthalenesulfonic acid anion